N1C(=CC=C1)CNCC1=C(C=C(C=C1OC)C=1C(=C(C=CC1)C1=C(C(=CC=C1)NC1=NC=CC=2C1=NC=CN2)C)C)F N-(4''-((((1H-pyrrol-2-yl)methyl)amino)methyl)-3''-fluoro-5''-methoxy-2,2'-dimethyl-[1,1':3',1''-terphenyl]-3-yl)pyrido[3,4-b]pyrazin-5-amine